ClC1=C2C=NN(C2=CC=C1NC1=NN(C=C1C)C1=CC(=C(C(=O)NC=2C=NN(C2)C)C=C1)OC)C1OCCCC1 4-[3-[(4-chloro-1-tetrahydropyran-2-yl-indazol-5-yl)amino]-4-methyl-pyrazol-1-yl]-2-methoxy-N-(1-methylpyrazol-4-yl)benzamide